2,2-bis-(4-hydroxypropoxy-phenyl)-propan OCCCOC1=CC=C(C=C1)C(C)(C)C1=CC=C(C=C1)OCCCO